fmoc-N'-tert-butyloxycarbonyl-L-lysine C(=O)(OCC1C2=CC=CC=C2C2=CC=CC=C12)N[C@@H](CCCCNC(=O)OC(C)(C)C)C(=O)O